4-(3,3-dimethyl-2,5-dioxo-4-(4-(trifluoromethyl)benzyl)piperazin-1-yl)-3-fluorobenzonitrile CC1(C(N(CC(N1CC1=CC=C(C=C1)C(F)(F)F)=O)C1=C(C=C(C#N)C=C1)F)=O)C